3-bromo-2,5-bis({4,4,8,8-tetramethyl-4H,5H,6H,7H,8H-cyclohepta[b]thiophen-2-yl})thiophene BrC1=C(SC(=C1)C1=CC2=C(S1)C(CCCC2(C)C)(C)C)C2=CC1=C(S2)C(CCCC1(C)C)(C)C